2-(4-methoxyphenoxy)-1-(4-methoxyphenyl)ethanone COC1=CC=C(OCC(=O)C2=CC=C(C=C2)OC)C=C1